5-((1-(difluoromethyl)-1H-pyrazol-3-yl)methoxy)-6-(4-fluorophenyl)isoindolin-1-one FC(N1N=C(C=C1)COC=1C=C2CNC(C2=CC1C1=CC=C(C=C1)F)=O)F